O1CCCC2=CC(=CC=C12)C(C)NC(CN1N=CC2=C(C1=O)C(=NN2C2CC2)C)=O N-(1-(chroman-6-yl)ethyl)-2-(1-cyclopropyl-3-methyl-4-oxo-1,4-dihydro-5H-pyrazolo[3,4-d]pyridazin-5-yl)acetamide